N1(C=NC=C1)C[C@H]1CCNC1 (2S,4S)-4-(1H-imidazol-1-ylmethyl)-pyrrolidin